5-Bromo-2-((E)-2-((E)-3-(2-((E)-5-bromo-1-butyl-3,3-dimethylindolin-2-ylidene)ethylidene)-2-chlorocyclohex-1-en-1-yl)vinyl)-1-butyl-3,3-dimethyl-3H-indol-1-ium Iodide [I-].BrC=1C=C2C(C(=[N+](C2=CC1)CCCC)\C=C\C1=C(/C(/CCC1)=C/C=C\1/N(C2=CC=C(C=C2C1(C)C)Br)CCCC)Cl)(C)C